BrC=1C(=C(C=CC1)C1=C(C(=C(C(=C1)OCC)C=O)F)Cl)C 3'-bromo-2-chloro-5-ethoxy-3-fluoro-2'-methyl-[1,1'-biphenyl]-4-formaldehyde